2,2-dimethyl-4-oxo-3,8,12-trioxa-5-azatetradecane CC(C)(OC(NCCOCCCOCC)=O)C